NC=1SC(=CN1)N1CCN(CC1)C(CN1CCOCC1)O 1-(4-(2-aminothiazol-5-yl)piperazin-1-yl)-2-morpholinoethanol